6-(3-Ethoxy-2-methylphenyl)-2-(pyrimidin-2-yl)-5,6,7,8-tetrahydrophthalazin-1(2H)-one C(C)OC=1C(=C(C=CC1)C1CC=2C=NN(C(C2CC1)=O)C1=NC=CC=N1)C